BrC1=CC=CC(=N1)OCC1=CC2=C(N(N=N2)C)C=C1 5-[(6-bromo-2-pyridyl)oxymethyl]-1-methyl-benzotriazole